ClC1=CC=C(C=C1)S(=O)(=O)C=1C=C(C=CC1)C(C(=O)NC=1SC2=C(N1)C=C(C(=C2)OC)OC)OC2=CC=C(C=C2)C#N 2-[3-(4-Chloro-benzenesulfonyl)-phenyl]-2-(4-cyano-phenoxy)-N-(5,6-dimethoxy-benzothiazol-2-yl)-acetamide